CC(C[C@H](CC(=O)N)C1=CC=CC=C1)C (3R)-5-methyl-3-phenylhexanamide